Cl.NC1CN(CC1)C1=C2C(=NC3=CC=C(C=C13)C1=NC=CC(=N1)NC(=O)C1CC1)CCCCC2 N-(2-(11-(3-Aminopyrrolidin-1-yl)-7,8,9,10-tetrahydro-6H-cyclohepta[b]quinolin-2-yl)pyrimidin-4-yl)cyclopropanecarboxamide hydrochloride